C(C1=CC=CC=C1)N(C(C1=C(C=CC=C1)N1C[C@@H](CC1)OC1=NC=C(C=C1)C(F)(F)F)=O)CC1=CC=CC=C1 (R)-N,N-dibenzyl-2-(3-(5-(trifluoromethyl)pyridin-2-yloxy)pyrrolidin-1-yl)benzamide